(S)-5-(3-chloro-4-((3,5-difluoropyridin-2-yl)methoxy)-5',6-dimethyl-2-carbonyl-2H-[1,4'-bipyridin]-2'-yl)-3,3-diethyl-1,3-dihydro-2H-pyrrolo[3,2-b]pyridin-2-one ClC=1C(N(C(=CC1OCC1=NC=C(C=C1F)F)C)C1=CC(=NC=C1C)C1=CC=C2C(=N1)C(C(N2)=O)(CC)CC)=C=O